6-methyl-9H-carbazole CC=1C=C2C=3C=CC=CC3NC2=CC1